3-amino-5-[(4-chlorophenyl)methyl]-8-fluoro-7-(5-morpholino-1,3,4-oxadiazol-2-yl)-1,1-dioxo-2,3-dihydro-1λ6,5-benzothiazepin-4-one NC1CS(C2=C(N(C1=O)CC1=CC=C(C=C1)Cl)C=C(C(=C2)F)C=2OC(=NN2)N2CCOCC2)(=O)=O